N,N,N',N'-tetrakis(2-naphthyl)benzidine C1=C(C=CC2=CC=CC=C12)N(C1=CC=C(C=C1)C1=CC=C(N(C2=CC3=CC=CC=C3C=C2)C2=CC3=CC=CC=C3C=C2)C=C1)C1=CC2=CC=CC=C2C=C1